ClC1=CC=C(C=C1)C1=N[C@H](C=2N(C3=C1C(=C(S3)C)C)C(=NN2)C)CCN2CCN(CC2)CC=2C=C(C=CC2)NC2C(NC(CC2)=O)=O 3-((3-((4-(2-((S)-4-(4-chlorophenyl)-2,3,9-trimethyl-6H-thieno[3,2-f][1,2,4]triazolo[4,3-a][1,4]diazepin-6-yl)ethyl)piperazin-1-yl)methyl)phenyl)amino)piperidine-2,6-dione